3-chloro-7-methoxy-1,2-benzothiazol-1,1-dioxide ClC1=NS(C2=C1C=CC=C2OC)(=O)=O